(3R)-4-[5-chloro-6-oxo-2-(1H-pyrrolo[2,3-b]pyridin-3-yl)-1H-pyrimidin-4-yl]-3-methyl-piperazine-1-carboxylic acid tert-butyl ester C(C)(C)(C)OC(=O)N1C[C@H](N(CC1)C=1N=C(NC(C1Cl)=O)C1=CNC2=NC=CC=C21)C